BrC=1C=CC(=C(C1)C(=O)C1=CC=C(C=C1)OC1COCC1)Cl (5-bromo-2-chlorophenyl)(4-((tetrahydrofuran-3-yl)oxy)phenyl)methanone